tri-[2-(4-chloro-phenyl)-propyl]-aluminum ClC1=CC=C(C=C1)C(C[Al](CC(C)C1=CC=C(C=C1)Cl)CC(C)C1=CC=C(C=C1)Cl)C